OCCCN1C=C(C2=CC=CC=C12)C=1C(NC(C1C1=CN(C2=CC=C(C=C12)C1=CC=CC=C1)C)=O)=O 3-[1-(3-hydroxypropyl)indol-3-yl]-4-(1-methyl-5-phenylindol-3-yl)-1H-pyrrole-2,5-dione